cesium bis(trifluoromethanesulfonyl)imide [N-](S(=O)(=O)C(F)(F)F)S(=O)(=O)C(F)(F)F.[Cs+]